NC1=CC(=NN1CC1(CN(C1)C(=O)C1=C(C(=C(C=C1)F)F)NC1=C(C=C(C=C1)I)F)O)C 3-[(5-amino-3-methyl-1H-pyrazol-1-yl)methyl]-1-({3,4-difluoro-2-[(2-fluoro-4-iodophenyl)amino]Phenyl}carbonyl)azetidin-3-ol